Diphenyl-amine C1(=CC=CC=C1)NC1=CC=CC=C1